C(=O)(OC1CCC(CC1)C(C)(C)C)OOC(=O)OC1CCC(CC1)C(C)(C)C di-(4-tert-butylcyclohexyl) peroxydicarbonate